C(C)(C)(C)C=1C=C(NN1)NC(=O)NC1=CC=C(C=C1)N1C=NC2=C1C=CC(=C2)OCCCN(C)C 1-(5-tert-butyl-2H-pyrazol-3-yl)-3-{4-[5-(3-dimethylamino-propoxy)-benzimidazol-1-yl]-phenyl}-urea